C(#N)C1CN(C1)S(=O)(=O)N1C[C@H](CC1)C(=O)N1[C@H](CCC1)C(=O)NCC1=CC=C(C=C1)C(F)(F)F 1-(((3S)-1-((3-cyano-1-azetidinyl)sulfonyl)-3-pyrrolidinyl)carbonyl)-N-(4-(trifluoromethyl)benzyl)-D-prolinamide